((S)-1-(4-fluorophenyl)-3,4-dihydroisoquinolin-2(1H)-yl)((R)-1,4-oxazepan-7-yl)methanone FC1=CC=C(C=C1)[C@@H]1N(CCC2=CC=CC=C12)C(=O)[C@H]1CCNCCO1